COC=1N=NC2=CC(=CC=C2C1)C1=NC(=CC=C1C=1C=NN(C1)CCC(C#N)(C)C)C 4-{4-[2-(3-methoxycinnolin-7-yl)-6-methylpyridin-3-yl]-1H-pyrazol-1-yl}-2,2-dimethylbutanenitrile